2-[2-benzyloxy-4-(2-benzyloxy-2-oxo-ethyl)-5-fluoro-phenyl]-2-methyl-propionic acid methyl ester COC(C(C)(C)C1=C(C=C(C(=C1)F)CC(=O)OCC1=CC=CC=C1)OCC1=CC=CC=C1)=O